2-[[(2-hydroxy-1-naphthalenyl)methylene]amino]-N-(1-phenylethyl)-benzamide OC1=C(C2=CC=CC=C2C=C1)C=NC1=C(C(=O)NC(C)C2=CC=CC=C2)C=CC=C1